ClC=1C=C(C=2N(N1)C=C(N2)C)C(=O)O 6-chloro-2-methyl-imidazo[1,2-b]pyridazine-8-carboxylic acid